N[C@H]1C[C@H](N(CC1)C(=O)N1CC2(CCCC2)[C@@H](CC1)CN1C(C=C(C=C1)C1=CC=CC=C1)=O)C1=C(C=CC(=C1)F)F 1-(((R)-7-((2S,4R)-4-Amino-2-(2,5-difluorophenyl)piperidine-1-carbonyl)-7-azaspiro[4.5]decan-10-yl)methyl)-4-phenylpyridin-2(1H)-one